ClC1=C(C=C(C=2C3=C(N(C12)C)C(CNC([C@@H]3C)=O)(C)C)NC(CO)=O)Cl |r| racemic-N-(7,8-dichloro-1,5,5,6-tetramethyl-2-oxo-1,2,3,4,5,6-hexahydroazepino[4,5-b]indol-10-yl)-2-hydroxyacetamide